C[C@]12CC=C3C=C4[C@H]([C@@H]([C@H](C[C@]45CC[C@@]3([C@@H]1CC(=O)[C@@]2(C6=CC7=C(C=C6)C=CN=C7)O)O5)N(C)C)O)O The molecule is a member of the class of cortistatins that is cortistatin C in which the hydrogen at position 17 has been replaced by a hydroxy group. It is a member of cortistatins, a cyclic ketone, a diol, a secondary alcohol, a tertiary alcohol and a tertiary alpha-hydroxy ketone. It derives from a cortistatin C.